4-amino-3-fluoropent-2-en-1-ol NC(C(=CCO)F)C